O=C1C(=CN=C(N1CC(=O)OC)C1=CC=CC=C1)C=1SC2=C(N1)CCCC2 Methyl 2-(6-oxo-2-phenyl-5-(4,5,6,7-tetrahydrobenzo[d]thiazol-2-yl) pyrimidin-1(6H)-yl)acetate